ClC1=C(C=CC(=C1)C(C(F)(F)F)(C(F)(F)F)O)C1=C(C=C(C=C1F)CN1CC2CCC(C1)N2S(=O)(=O)C)CC 2-(2-chloro-2'-ethyl-6'-fluoro-4'-((8-(methylsulfonyl)-3,8-diazabicyclo[3.2.1]octan-3-yl)methyl)-[1,1'-biphenyl]-4-yl)-1,1,1,3,3,3-hexafluoropropan-2-ol